O-methyl-dihydroquercetin CO[C@@H]1[C@H](OC=2C=C(C=C(C2C1=O)O)O)C1=CC(O)=C(O)C=C1